[In]=S.[Zn] ZINC INDIUM SULFIDE